NCCC=1C=NC(=NC1)C1=C(C=C(C#N)C=C1)OC=1N(N=C(C1)N(C)C)C 4-[5-(2-aminoethyl)pyrimidin-2-yl]-3-[5-(dimethylamino)-2-methylpyrazol-3-yl]oxybenzonitrile